3-(1-piperidinyl)-2-propenal N1(CCCCC1)C=CC=O